octyl 3,4-epoxycyclohexanecarboxylate C1(CC2C(CC1)O2)C(=O)OCCCCCCCC